CN(C(OC)=O)C1=NC=CC=C1COP(=O)(O)O methyl methyl(3-((phosphonooxy)methyl)pyridin-2-yl)carbamate